FC(C=1C=CC=2N(N1)C(=CN2)C2=CC(=NC=C2)N2CC1(CN(C1)S(=O)(=O)C)CCC2)F 6-(difluoromethyl)-3-(2-(2-(methylsulfonyl)-2,6-diazaspiro[3.5]nonan-6-yl)pyridin-4-yl)imidazo[1,2-b]pyridazin